C(C)(C)(C)OC(=O)N1CC2=CC=C(C=C2CC1)CBr 6-(bromomethyl)-3,4-dihydro-1H-isoquinoline-2-carboxylic acid tert-butyl ester